CS(=O)(=O)[O-].C(C1=CC=CC=C1)[SH+]CC1=CC=C(C=C1)OC(=O)OC benzyl-(4-((methoxycarbonyl)oxy)phenyl)methylsulfonium methanesulfonate